ClS1CC(CN2C(N=C(C3=CC(=CC1=C23)C(F)(F)F)O)=O)C2=CSC=C2 1-chloro-8-hydroxy-3-(thiophen-3-yl)-10-(trifluoromethyl)-3,4-dihydro-[1,4]thiazepino[2,3,4-ij]quinazolin-6(2H)-one